C(C)(C)(C)OC(C1=C(C=C(C=C1)NC(C(C1=CC=CC=C1)NC(C=CC1=C(C(=CC=C1N1N=CN=N1)Cl)F)=O)=O)F)=O 4-(2-(3-(3-chloro-2-fluoro-6-(2H-tetrazol-2-yl)phenyl)acrylamido)-2-phenylacetamido)-2-fluorobenzoic acid tert-butyl ester